5-[4-[(7-ethyl-6-oxo-5H-1,5-naphthyridin-3-yl)methyl]piperazin-1-yl]-N-methylpyridine-2-carboxamide C(C)C=1C(NC=2C=C(C=NC2C1)CN1CCN(CC1)C=1C=CC(=NC1)C(=O)NC)=O